COC(\C(=C\OC)\C1=C(C=CC=C1)OC1=NC=NC(=C1)OC1=C(C=CC=C1)C#N)=O.FC1=CC=C(C=C1)C(=C)O[Si](C)(C)C 1-(4-fluorophenyl)vinyloxy-trimethyl-silane methyl-(2E)-2-(2-{[6-(2-cyanophenoxy)pyrimidin-4-yl]oxy}phenyl)-3-methoxyprop-2-enoate